5-(4-cyclohexylphenoxy)-1H-1,2,3-triazole-4-carboxylic acid C1(CCCCC1)C1=CC=C(OC2=C(N=NN2)C(=O)O)C=C1